N'-HEPTYLETHANE-1,2-diamine C(CCCCCC)NCCN